(S)-2-(4-(4-cyclopropylpyrazolo[1,5-a]pyridin-2-yl)-1,4,6,7-tetrahydro-5H-imidazo[4,5-c]pyridin-5-yl)-5-(1,1-difluoroethyl)-1,3,4-oxadiazole C1(CC1)C=1C=2N(C=CC1)N=C(C2)[C@H]2N(CCC1=C2N=CN1)C=1OC(=NN1)C(C)(F)F